BrC=1C=C(C=CC1)C=1OC2=C(C1)C=C(C(=C2)Cl)F 2-(m-bromophenyl)-6-chloro-5-fluoro-1-benzofuran